DIHYDROCHROMENO-PYRROLE N1CC=C2C1=CC=1C=CC=CC1O2